5-(3-methoxypyridin-4-yl)-4-methylthiophen COC=1C=NC=CC1C1=C(C=CS1)C